ferric silicate titanium salt [Ti+].[Si]([O-])([O-])([O-])[O-].[Fe+3]